O=C(C=C)N1CCCC1 1-(1-oxo-2-propenyl)-pyrrolidine